Iodomethyl Acetate C(C)(=O)OCI